FC1=C(CC2=NC3=C(N2C[C@H]2OCC2)C=C(C=C3)C(=O)O)C=C(C(=C1)C1=NC(=CC=C1)OCC1=CC(=NO1)C(F)(F)F)F (S)-2-(2,5-difluoro-4-(6-((3-(trifluoromethyl)isoxazol-5-yl)methoxy)pyridin-2-yl)benzyl)-1-(oxetan-2-ylmethyl)-1H-benzo[d]imidazole-6-carboxylic acid